N-(4-((2-((3-(2-cyanopropan-2-yl)phenyl)amino)-5,6-dihydro-4H-imidazo[4,5,1-ij]quinolin-7-yl)oxy)pyridin-2-yl)acetamide C(#N)C(C)(C)C=1C=C(C=CC1)NC1=NC=2C=CC(=C3CCCN1C23)OC2=CC(=NC=C2)NC(C)=O